(5-(spiro[2.5]oct-6-yl)-1,2,4-oxadiazol-3-yl)benzoic acid C1CC12CCC(CC2)C2=NC(=NO2)C2=C(C(=O)O)C=CC=C2